2-chloro-4-(4-(1-(2,3-dihydrobenzofuran-6-yl)ethyl)cyclohexyl)-6-imino-6,7-dihydro-5H-6λ4-thieno[3,4-d]pyrimidine 6-oxide ClC=1N=C(C2=C(N1)CS(C2)(=N)=O)C2CCC(CC2)C(C)C2=CC1=C(CCO1)C=C2